2-(Hydroxymethyl)-6-(2-(methylsulfonyl)ethyl)pyrrolo[3,4-f]isoindole-1,3,5,7(2H,6H)-tetraone OCN1C(C2=CC=3C(N(C(C3C=C2C1=O)=O)CCS(=O)(=O)C)=O)=O